1-chloro-1,1,3,3,3-pentafluoropropanone ClC(C(C(F)(F)F)=O)(F)F